CC1=NN(C=N1)C1=CC=C(C(=O)N)C=C1 4-(3-methyl-1H-1,2,4-triazol-1-yl)benzamide